ClC1=C(C=CC=C1)C1=NC=2N(C(NC(C2N1C1=CC=C(C=C1)Cl)=O)=O)CC1=CC=C(C(=O)N)C=C1 4-[[8-(2-chlorophenyl)-7-(4-chlorophenyl)-2,6-dioxo-1H-purin-3-yl]methyl]benzamide